C(C)(C)(C)OC(CN1C(=NC=C(C1=O)C(=O)O)C1=CC=CC=C1)=O 1-(2-(tert-butoxy)-2-oxoethyl)-6-oxo-2-phenyl-1,6-dihydropyrimidine-5-carboxylic acid